FCC(C(CC(=O)O)NC(C(CC)N1C(C2=CC(=CC=C2C1)C=1C=C2C=CC=NC2=CC1)=O)=O)=O 5-fluoro-4-oxo-3-(2-(1-oxo-6-(quinolin-6-yl)isoindolin-2-yl)butanamido)pentanoic acid